OC1=C(C=CC(=C1)OCCC(=O)OCCCCCCCC)C1=NC=NC=N1 6-(2-hydroxy-4-octyloxycarbonylethoxyphenyl)-s-triazine